4-bromo-1-(3-(pyrrolidin-1-yl)phenyl)-1H-pyrazole BrC=1C=NN(C1)C1=CC(=CC=C1)N1CCCC1